CC=1C(=NC=C(C1)C)N[C@H]1C[C@H](N(C1)C(=O)C1=CC=C(C=C1)[C@@]1(C(NC(N1)=O)=O)C(C)C)COC (R)-5-{4-[(2S,4S)-4-(3,5-dimethylpyridin-2-ylamino)-2-methoxymethylpyrrolidine-1-carbonyl]phenyl}-5-isopropylimidazolidine-2,4-dione